OC=1C=C(C=CC1[N+](=O)[O-])N1CCC2(CN(C2)C(=O)OC(C)(C)C)CC1 tert-Butyl 7-(3-hydroxy-4-nitrophenyl)-2,7-diazaspiro[3.5]nonane-2-carboxylate